C(CCC)N(C(=O)NC1=CC(=CC=C1)C(F)(F)F)C1CCN(CC1)CCC 1-butyl-1-(1-propylpiperidin-4-yl)-3-(3-(trifluoromethyl)phenyl)urea